OC1=CC=C2C=C(C(OC2=C1OC)=O)CC1=CC=C(C=C1)O 7-Hydroxy-8-methoxy-3-(4'-hydroxybenzyl)coumarin